tetrahydrooxazolo[5',4':4,5]pyrido[1,2-a]azepin-11(5H)-one O1CNC2C1C(C=1N(C=CC=CC1)C2)=O